OC12CC3(CC(CC(C1)C3)C2)NC=2C=CC=3N(N2)C(=CN3)C#N 6-[(3-hydroxyadamantan-1-yl)amino]imidazo[1,2-b]pyridazine-3-carbonitrile